C(C)C(C(=O)[O-])CCCC.C(C)C(C(=O)[O-])CCCC.C(CCC)[Sn+2]CCCC bis-n-butyltin bis(2-ethylhexanoate)